CNC(=O)C1=CC=C(C=N1)NC(=O)[C@H]1CC12CCN(CC2)C(=O)OC(C(F)(F)F)C(F)(F)F 1,1,1,3,3,3-hexafluoropropan-2-yl (S)-1-((6-(methylcarbamoyl)pyridin-3-yl)carbamoyl)-6-azaspiro[2.5]octane-6-carboxylate